1,3-dichloro-5-(chloromethyl)-2-(3-isopropyl-4-(methoxymethoxy)benzyl)benzene ClC1=C(C(=CC(=C1)CCl)Cl)CC1=CC(=C(C=C1)OCOC)C(C)C